(±)-tert-Butyl ((1R,S)-1-(4-amino-2-((methylsulfinyl)methyl)phenyl)ethyl)carbamate NC1=CC(=C(C=C1)[C@@H](C)NC(OC(C)(C)C)=O)C[S@@](=O)C |r|